2-anilino-8-bromo-6-methyl-4-oxo-chromene-3-carbonitrile N(C1=CC=CC=C1)C=1OC2=C(C=C(C=C2C(C1C#N)=O)C)Br